C1(CC1)[C@H](C)NC(=O)C1=CC(=NN1CC(C(F)(F)F)O)C=1C=C(C=CC1)C=1OC(=CN1)C(=O)N[C@H](C(=O)OC)C(C)C (2S)-methyl 2-(2-(3-(5-(((S)-1-cyclopropylethyl) carbamoyl)-1-(3,3,3-trifluoro-2-hydroxypropyl)-1H-pyrazol-3-yl) phenyl) oxazole-5-carboxamido)-3-methylbutyrate